N-(5-(5-amino-1H-pyrazol-1-yl)-1,3,4-thiadiazol-2-yl)-4-(2,6-dimethoxyphenyl)-3-(2-morpholinoethoxy)-2-oxo-2H-pyran-6-carboxamide NC1=CC=NN1C1=NN=C(S1)NC(=O)C1=CC(=C(C(O1)=O)OCCN1CCOCC1)C1=C(C=CC=C1OC)OC